S(=O)(=O)([O-])[O-].C(C)[N+](CC)(CC)CC.C(C)[N+](CC)(CC)CC bis(tetraethylammonium) sulfate